(3S,4R)-N-[(2,4-difluorophenyl)methyl]-1,3-dimethylpiperidin-4-amine FC1=C(C=CC(=C1)F)CN[C@H]1[C@H](CN(CC1)C)C